ClC1=CC=C2C(=NN(C2=C1)C=1C=NC=CC1)C(C)N1N=C(C=2C1=NC=NC2N)C=2C=C1C=CNC1=CC2 1-(1-(6-Chloro-1-(pyridin-3-yl)-1H-indazol-3-yl)ethyl)-3-(1H-indol-5-yl)-1H-pyrazolo[3,4-d]pyrimidin-4-amine